(2,6-difluoro-4-((isopropylamino)methyl)phenyl)-N-(4-(4-methylpiperazin-1-yl)phenyl)-1H-pyrazolo[3,4-c]pyridine-3-carboxamide FC1=C(C(=CC(=C1)CNC(C)C)F)N1N=C(C=2C1=CN=CC2)C(=O)NC2=CC=C(C=C2)N2CCN(CC2)C